butyl (6-(((6-bromo-1-(1-methyl-1H-tetrazol-5-yl)-1H-benzo[d]imidazol-2-yl)oxy)methyl)pyridin-2-yl)carbamate BrC=1C=CC2=C(N(C(=N2)OCC2=CC=CC(=N2)NC(OCCCC)=O)C2=NN=NN2C)C1